N1C=C(C=2C1=NC=CC2)C2=NN1C(C(=N2)NC2C(C3CCC2CC3)C(=O)O)=CC=C1 3-((2-(1H-pyrrolo[2,3-b]pyridin-3-yl)pyrrolo[2,1-f][1,2,4]triazin-4-yl)amino)bicyclo[2.2.2]octane-2-carboxylic acid